C(C)OC1=CC=C(C=C1)N1CC2C(C1)CN(C2)CCN2C(CCC2=O)=O 1-(2-(5-(4-Ethoxyphenyl)hexahydro-pyrrolo[3,4-c]pyrrol-2(1H)-yl)ethyl)-pyrrolidine-2,5-dione